NC1CN(C1)C=1C=C2C(=CC(=NC2=C(C1)F)C(C)C)N(C=1SC(=C(N1)C1=CC=C(C=C1)F)C#N)C 2-((6-(3-Aminoazetidin-1-yl)-8-fluoro-2-isopropylquinolin-4-yl)(methyl)amino)-4-(4-fluorophenyl)thiazole-5-carbonitrile